C(=CCCCCCCCCCCCC)S(=O)(=O)O tetradecenesulphonic acid